(E)-5-bromo-2-chloro-3-styrylpyridine BrC=1C=C(C(=NC1)Cl)\C=C\C1=CC=CC=C1